CO[C@H]1CCN2CC(CC12C(=O)OC)=C methyl (1S)-1-methoxy-6-methylenetetrahydro-1H-pyrrolizin-7a(5H)-carboxylate